6-(tert-butyl)imidazo[1,2-a]pyrazine C(C)(C)(C)C=1N=CC=2N(C1)C=CN2